O=C1NC(CCC1N1C(C2=CC=C(C=C2C1)NC(=O)N1CCC2=C(C=CC=C12)N1N=CC=C1)=O)=O N-(2-(2,6-dioxopiperidin-3-yl)-1-oxoisoindolin-5-yl)-4-(1H-pyrazol-1-yl)indoline-1-carboxamide